ClC=1C=CC2=C(C(C(CCN2)(F)F)=O)C1 7-chloro-4,4-difluoro-2,3,4,5-tetrahydro-1H-1-benzoazepin-5-one